(rac)-1-(4-piperidyl)-6-tetrahydrofuran-3-yloxy-3H-imidazo[4,5-b]pyridin-2-one, dihydrochloride Cl.Cl.N1CCC(CC1)N1C(NC2=NC=C(C=C21)O[C@H]2COCC2)=O |r|